NC1=C(C=NC=C1)C1=C2C(=C(N(C2=CC(=C1)C1=CC=CC=C1)C1=CC=CC=C1)C(=O)N)N1C[C@H]2CC[C@@H](C1)N2 (4-aminopyridin-3-yl)-3-((1R,5S)-3,8-diazabicyclo[3.2.1]octane-3-yl)-1,6-diphenyl-1H-indole-2-carboxamide